COC1=NC=2CCN(CC2C=C1N)C 2-methoxy-6-methyl-5,6,7,8-tetrahydro-1,6-naphthyridin-3-amine